N-(2-allyl-phenyl)acetamide [3,5-bis(trifluoromethyl)phenyl]trifluorogallate FC(C=1C=C(C=C(C1)C(F)(F)F)C1=C(C(=O)O)C=C(C(=C1OF)OF)OF)(F)F.C(C=C)C1=C(C=CC=C1)NC(C)=O